COC(=O)C1=C(N(C(=C1)C1=C2C(=NC=C1)N(C=C2)S(=O)(=O)C2=CC=CC=C2)COCC[Si](C)(C)C)C2=C(C(=CC=C2)Cl)Cl Methyl-2-(2,3-dichlorophenyl)-5-[1-(phenylsulfonyl)-1H-pyrrolo[2,3-b]pyridin-4-yl]-1-{[2-(trimethylsilyl) ethoxy]methyl}-1H-pyrrole-3-carboxylate